CC(C)(C)S(=O)N=CC=1SC(=CN1)C 2-methyl-N-((5-methylthiazol-2-yl)methylene)propane-2-sulfinamide